(R)-2-(4-chloro-2-(1,1-difluoropropyl)-5-fluorophenoxy)-3-fluoropropanoic acid ClC1=CC(=C(O[C@H](C(=O)O)CF)C=C1F)C(CC)(F)F